FC(C(C(C(F)(F)F)(F)F)(F)F)(S(=O)(=O)OC1=CC=C(C=C1)C1=C(CCC2=CC(=CC=C12)OCC1=CC=CC=C1)C1=CC=CC=C1)F [4-(6-benzyloxy-2-phenyl-3,4-dihydronaphthalen-1-yl)phenyl] 1,1,2,2,3,3,4,4,4-nonafluorobutane-1-sulfonate